2-(dimethylamino)-1-(5-fluoro-1H-indol-1-yl)ethan-1-one CN(CC(=O)N1C=CC2=CC(=CC=C12)F)C